O=C1N(C=CN=C1)CC(F)(F)F 5-oxo-4-(2,2,2-trifluoroethyl)-4,5-dihydropyrazine